C(=C)C(C=C)CC=C 3-vinyl-1,5-hexadiene